ClC=1C=NC(=NC1)C1=CN=C(S1)C12CC(C1)(C2)NC(=O)C=2OC(=CC2)C2(CC2)S(=O)(=O)C N-[3-[5-(5-chloropyrimidin-2-yl)thiazol-2-yl]-1-bicyclo[1.1.1]pentanyl]-5-(1-methylsulfonylcyclopropyl)furan-2-carboxamide